ClC1=CC=NC(=C1C(=O)NC1=CC=NC=C1)C(F)(F)F 4-Chloro-N-(pyridin-4-yl)-2-(trifluoromethyl)nicotinamide